NCCCN(CCCNC1=CC(=NC(=C1)C=1C=NN(C1)C1CCN(CC1)C)C1=CC=C(C=C1)OC)C N-{3-[(3-aminopropyl)(methyl)amino]propyl}-2-(4-methoxyphenyl)-6-[1-(1-methylpiperidin-4-yl)-1H-pyrazol-4-yl]pyridin-4-amine